1,4-bis(pyridine-4-yl)benzene N1=CC=C(C=C1)C1=CC=C(C=C1)C1=CC=NC=C1